methyl 1,2-dihydro-2-oxo-4-pyridinecarboxylate O=C1NC=CC(=C1)C(=O)OC